4'-methyl-5'-oxo-2'-((6-(tetrahydrofuran-2-carboxamido)pyrimidin-4-yl)amino)-5',6'-dihydrospiro[cyclohexane-1,7'-pyrrolo[3,4-b]pyridine] 1'-oxide CC1=C2C(=[N+](C(=C1)NC1=NC=NC(=C1)NC(=O)C1OCCC1)[O-])C1(NC2=O)CCCCC1